FC1=C(C(=CC=C1)F)N1N=CC2=C1COC[C@H]2NC(=O)C=2N=CN1C2CCCC1 (S)-N-(1-(2,6-difluorophenyl)-1,4,5,7-tetrahydropyrano[3,4-c]pyrazol-4-yl)-5,6,7,8-tetrahydroimidazo[1,5-a]pyridine-1-carboxamide